N[C@H](C(=O)N[C@H](C(=O)N[C@H](C(=O)N)C[C@H]1C(NC(C1)(C)C)=O)CC(C)(C)C)C(C)(C)C (S)-2-((S)-2-amino-3,3-dimethylbutanamido)-N-((S)-1-amino-3-((R)-5,5-dimethyl-2-oxopyrrolidin-3-yl)-1-oxopropan-2-yl)-4,4-dimethylpentanamide